6-chloro-N-{3-[2-(4-chloro-3-fluorophenoxy)acetamido]bicyclo[1.1.1]pentan-1-yl}-4-{[1-(hydroxymethyl)cyclopropyl]amino}-3,4-dihydro-2H-1-benzopyran-2-carboxamide ClC=1C=CC2=C(C(CC(O2)C(=O)NC23CC(C2)(C3)NC(COC3=CC(=C(C=C3)Cl)F)=O)NC3(CC3)CO)C1